hematoporphyrin CC1=C(CCC(=O)O)C2C=C3NC(=CC4=NC(=CC5NC(C=C1N=2)=C(C)C=5C(C)O)C(C)=C4C(C)O)C(C)=C3CCC(=O)O